OCCN1CCN(CC1)C1=CC(=NC=2N1N=C(C2C=2C=C(C=CC2)CCCCCCC(=O)O)C)C2=CC=CC=C2 7-(3-(7-(4-(2-hydroxyethyl)piperazin-1-yl)-2-methyl-5-phenyl-pyrazolo[1,5-a]pyrimidin-3-yl)phenyl)heptanoic acid